COC1=CC=CC=2CC(OC21)(C)C 7-methoxy-2,2-dimethyl-2,3-dihydrobenzofuran